N-isopropyl-5-(4-hydroxy-3-methoxyphenyl)thiophene-2-thiocarboxamide C(C)(C)NC(=S)C=1SC(=CC1)C1=CC(=C(C=C1)O)OC